tert-butyl 3-(4-(hex-5-ynamido)-1-oxoisoindolin-2-yl)-2,6-dioxopiperidine-1-carboxylate C(CCCC#C)(=O)NC1=C2CN(C(C2=CC=C1)=O)C1C(N(C(CC1)=O)C(=O)OC(C)(C)C)=O